(((((2R,3S,4R,5R)-5-(4-aminopyrrolo[2,1-f][1,2,4]triazin-7-yl)-5-cyano-3,4-dihydroxytetrahydrofuran-2-yl) methoxy) (phenoxy) phosphoryl) oxy) isopropyl carbonate C(OOP(=O)(OC1=CC=CC=C1)OC[C@H]1O[C@@]([C@@H]([C@@H]1O)O)(C#N)C1=CC=C2C(=NC=NN21)N)(OC(C)C)=O